1-epoxyheptyl ether C(CCCCC1CO1)OCCCCCC1CO1